N-((5-chloro-6-(2-(2,2-difluoroethoxy)ethoxy)-1H-indol-2-yl)methyl)acetamide ClC=1C=C2C=C(NC2=CC1OCCOCC(F)F)CNC(C)=O